3,5-dibromo-1H-pyridin-2-one BrC=1C(NC=C(C1)Br)=O